C(CCC)N(C(CC(C1=CC=CC=C1)=O)=O)CCCC N,N-dibutyl-3-oxo-3-phenylpropionamide